ClC1=C(N=C(NC1=O)C1=CC=NC=C1)N1CCN(CC1)C1=CC(=CC=C1)F 5-chloro-4-[4-(3-fluorophenyl)piperazin-1-yl]-2-(4-pyridyl)-1H-pyrimidin-6-one